2-cyclopropyl-N-((1R,2S)-2-hydroxycyclohexyl)-11-oxo-11H-pyrido[2,1-b]quinazoline-6-carboxamide C1(CC1)C=1C=C2C(N3C(=NC2=CC1)C(=CC=C3)C(=O)N[C@H]3[C@H](CCCC3)O)=O